3-chloro-5-methyl-pyrazine-2-carboxylic acid methyl ester COC(=O)C1=NC=C(N=C1Cl)C